5-(2-(4-(((5-(Trifluoromethyl)-1H-indol-2-yl)methyl)amino)butoxy)ethoxy)benzo[c][2,6]naphthyridine-8-carboxylic acid FC(C=1C=C2C=C(NC2=CC1)CNCCCCOCCOC1=NC2=C(C3=CN=CC=C13)C=CC(=C2)C(=O)O)(F)F